tert-butyl 4-isobutyryl-2-(2-oxo-1,2,3,4-tetrahydroquinolin-6-yl)piperidine-1-carboxylate C(C(C)C)(=O)C1CC(N(CC1)C(=O)OC(C)(C)C)C=1C=C2CCC(NC2=CC1)=O